N,N'-Bis(4-ethoxycarbonylphenyl)-N-benzylformamidine C(C)OC(=O)C1=CC=C(C=C1)N(C=NC1=CC=C(C=C1)C(=O)OCC)CC1=CC=CC=C1